(6-(3,5-dimethyl-1H-pyrazol-1-yl)-2-(methylthio)pyrimidin-4-yl)morpholine-2-carboxamide CC1=NN(C(=C1)C)C1=CC(=NC(=N1)SC)N1CC(OCC1)C(=O)N